O=C1NC(CCC1N1C(N(C2=C1C=CC=C2N2CCC(CC2)N(CCN2N=C1C=C(C(=CC1=C2)NC(=O)C=2C=NN1C2N=CC=C1)F)C)C)=O)=O N-[2-[2-[[1-[1-(2,6-dioxo-3-piperidyl)-3-methyl-2-oxo-benzoimidazol-4-yl]-4-piperidyl]-methyl-amino]ethyl]-6-fluoro-indazol-5-yl]pyrazolo[1,5-a]pyrimidine-3-carboxamide